Tert-butyl (2R)-2-{[(4-bromopyridin-3-yl)oxy]methyl}azetidine-1-carboxylate BrC1=C(C=NC=C1)OC[C@@H]1N(CC1)C(=O)OC(C)(C)C